N-[4-(3-Cyanophenyl)-5-(2,6-dimethyl-4-pyridyl)thiazol-2-yl]-1-methyl-1,7-diazaspiro[3.4]octan-7-carboxamid C(#N)C=1C=C(C=CC1)C=1N=C(SC1C1=CC(=NC(=C1)C)C)NC(=O)N1CCC2(CCN2C)C1